C(C)(C)(C)N1N=CC(=C(C1=O)Cl)OC1=CC=C(C=C1)CCCO 2-(tert-butyl)-4-chloro-5-(4-(3-hydroxypropyl)phenoxy)pyridazin-3(2H)-one